N[C@]1(CCOC2=CC(=CC=C12)Br)CO (S)-(4-amino-7-bromochroman-4-yl)methanol